3-methyl-5-ethylhydantoin CN1C(NC(C1=O)CC)=O